tert-butyl(((1R,2R)-2-ethynylcyclopropyl)methoxy)diphenylsilane C(C)(C)(C)[Si](C1=CC=CC=C1)(C1=CC=CC=C1)OC[C@H]1[C@@H](C1)C#C